C(C)(C)(C)OC(=O)N1CCC(CC1)=CC1=C(C(=CC=C1)F)CC1=NN2C(C(=NC(=C2)C2=C(C(=CC=C2)C#N)F)N(CC2=CC=C(C=C2)OC)CC2=CC=C(C=C2)OC)=N1 4-(2-((8-(bis(4-methoxybenzyl)amino)-6-(3-cyano-2-fluorophenyl)-[1,2,4]triazolo[1,5-a]pyrazin-2-yl)methyl)-3-fluorobenzylidene)piperidine-1-carboxylic acid tert-butyl ester